2-bromo-4-chloro-6-(trifluoromethyl)aniline BrC1=C(N)C(=CC(=C1)Cl)C(F)(F)F